ClCCS(=O)(=O)C(C)C 2-((2-chloroethyl)sulfonyl)propane